C(#C)C1=NN(C(=C1C(=O)N)NC)[C@@H]1CN([C@@H](C1)CF)C(C=C)=O 3-Ethynyl-1-[(3S,5S)-5-(fluoromethyl)-1-(prop-2-enoyl)pyrrolidin-3-yl]-5-(methylamino)pyrazole-4-carboxamide